1,1,1,3,3,3-hexafluoropropan-2-yl 4-(2-(pyrrolidin-1-yl)-4-(trifluoro methyl)benzyl)piperazine-1-carboxylate fumarate salt C(\C=C\C(=O)O)(=O)O.N1(CCCC1)C1=C(CN2CCN(CC2)C(=O)OC(C(F)(F)F)C(F)(F)F)C=CC(=C1)C(F)(F)F